Cl.C12CC(CC(CCC1)N2)N(C=2SC1=NC(=CC=C1N2)C=2C=C(C=1N(C2)C=C(N1)C)C#N)C 6-{2-[(3-exo)-9-azabicyclo[3.3.1]non-3-yl-(methyl)amino][1,3]thiazolo[5,4-b]pyridin-5-yl}-2-methylimidazo[1,2-a]pyridine-8-carbonitrile hydrochloride